BrC1=CC=C(C=C1)C=1OC2=C(C(C1)=O)C=C(C=1N=C(NC12)C(F)(F)F)F 8-(4-bromophenyl)-4-fluoro-2-(trifluoromethyl)chromeno[7,8-d]imidazol-6(1H)-one